N-(6-(2-fluoro-4-((4-methoxybicyclo[1.1.1]pentan-2-yl)methyl)phenyl)quinolin-4-yl)benzo[d]thiazol-5-amine FC1=C(C=CC(=C1)CC1C2C(C1C2)OC)C=2C=C1C(=CC=NC1=CC2)NC=2C=CC1=C(N=CS1)C2